FC=1C=C(C=CC1OC)C=1N=C2N(C(C1)=O)C=C(C=C2)N2CCC(CC2)NC 2-(3-fluoro-4-methoxyphenyl)-7-[4-(methylamino)piperidin-1-yl]-4H-pyrido[1,2-a]pyrimidin-4-one